N-methyl-2-amino-1-propanol CNC(CO)C